2-((5-(1H-imidazol-1-yl)pyridin-2-yl)methyl)oxazole-4-carboxylic acid N1(C=NC=C1)C=1C=CC(=NC1)CC=1OC=C(N1)C(=O)O